2-((((9H-Fluoren-9-yl)methoxy)carbonyl)(methyl)amino)-4-(2-chlorophenyl)butanoic acid C1=CC=CC=2C3=CC=CC=C3C(C12)COC(=O)N(C(C(=O)O)CCC1=C(C=CC=C1)Cl)C